4,5,6,7-tetrachloro-1,3-dioxoisoindolin-2-yl 3-methyloxetane-3-carboxylate CC1(COC1)C(=O)ON1C(C2=C(C(=C(C(=C2C1=O)Cl)Cl)Cl)Cl)=O